C(C)OC(=O)C=1C=NN(C1)C=1C=C2C(=CN(C2=CC1)C(C)C)C#N 1-(3-Cyano-1-isopropyl-indol-5-yl)pyrazole-4-carboxylic Acid Ethyl Ester